FC(C=C)(C(C(C(C(C(CC)(F)F)(F)F)(F)F)(F)F)(F)F)F 3,3,4,4,5,5,6,6,7,7,8,8-dodecafluoro-1-decene